6-(2-(5-Cyclopropyl-3-(2,6-dichlorophenyl)isoxazol-4-yl)-7-azaspiro[3.5]non-1-en-7-yl)-1-methyl-1H-pyrrolo[3,2-c]pyridin C1(CC1)C1=C(C(=NO1)C1=C(C=CC=C1Cl)Cl)C1=CC2(C1)CCN(CC2)C2=CC1=C(C=N2)C=CN1C